zinc adenine-dicarboxylate N1=C(N=C2N=C(NC2=C1N)C(=O)[O-])C(=O)[O-].[Zn+2]